(3-((benzyloxy)methyl)-4-ethyl-5-oxo-4,5-dihydro-1H-1,2,4-triazol-1-yl)-2-(2,6-dichlorophenyl)-4-(1-methylcyclopropyl)isoquinolin-1(2H)-one C(C1=CC=CC=C1)OCC1=NN(C(N1CC)=O)C=1N(C(C2=CC=CC=C2C1C1(CC1)C)=O)C1=C(C=CC=C1Cl)Cl